CN(C(=O)C1=CC2=C(N=C(S2)N[C@H]2C3(CN(C3)C(=O)OCC3=CC=CC=C3)C[C@@H](C2)N2C(C3=CC=CC=C3C2=O)=O)C=C1)C (5R,7S)-benzyl 5-((6-(dimethylcarbamoyl)benzo[d]thiazol-2-yl)amino)-7-(1,3-dioxoisoindolin-2-yl)-2-azaspiro[3.4]octane-2-carboxylate